ClCC=CCCl 1,4-Dichloro-2-butene